C1(=CC=CC=C1)C=1CCC(N1)C(C)[Se]C1=CC=CC=C1 5-Phenyl-2-(1-(phenylseleno)ethyl)-3,4-dihydro-2H-pyrrole